2-[amino(piperidin-4-yl)methyl]-N-[2-fluoro-4-(pyrazol-1-yl)phenyl]-1,6-naphthyridin-7-aminium diformate C(=O)[O-].C(=O)[O-].NC(C1=NC2=CC(=NC=C2C=C1)[NH2+]C1=C(C=C(C=C1)N1N=CC=C1)F)C1CCNCC1.NC(C1CCNCC1)C1=NC2=CC(=NC=C2C=C1)[NH2+]C1=C(C=C(C=C1)N1N=CC=C1)F